(S)-2-(4-(4-chloropyrazolo[1,5-a]pyridin-2-yl)-1,4,6,7-tetrahydro-5H-imidazo[4,5-c]pyridin-5-yl)-5-cyclopropyl-1,3,4-oxadiazole ClC=1C=2N(C=CC1)N=C(C2)[C@H]2N(CCC1=C2N=CN1)C=1OC(=NN1)C1CC1